3-acetoxypropylmethyldimethoxysilane 5-(difluoromethoxy)-7-methyl-1H-indole-1-carboxylate FC(OC=1C=C2C=CN(C2=C(C1)C)C(=O)O)F.C(C)(=O)OCCC[Si](OC)(OC)C